C(C)(C)(C)P(Cl)Cl tert-butyldichlorophosphine